6-((1R,2R)-2-aminocyclohexyl)-2-chloro-5-(difluoromethyl)-N-(furan-2-ylmethyl)-7-(prop-1-yn-1-yl)-5H-pyrrolo[3,2-d]pyrimidin-4-amine N[C@H]1[C@@H](CCCC1)C1=C(C=2N=C(N=C(C2N1C(F)F)NCC=1OC=CC1)Cl)C#CC